CN(C(OC(C)(C)C)=O)C(C)(C#C)C tert-butyl N-methyl-N-(2-methylbut-3-yn-2-yl)carbamate